(3-amino-4-isopropoxyphenyl)(4-(4-((6-(trifluoromethyl)pyridazin-3-yl)oxy)phenyl)piperidin-1-yl)methanone NC=1C=C(C=CC1OC(C)C)C(=O)N1CCC(CC1)C1=CC=C(C=C1)OC=1N=NC(=CC1)C(F)(F)F